ClC=1C=C2C(C(=CN(C2=NC1N1CC2=NC=CC=C2C1)C=1C=NC(=CC1C)N(CCN1CCCCC1)C)C(=O)O)=O 6-chloro-7-(5,7-dihydro-6H-pyrrolo[3,4-b]pyridin-6-yl)-1-(4-methyl-6-(methyl(2-(piperidin-1-yl)ethyl)-amino)pyridin-3-yl)-4-oxo-1,4-dihydro-1,8-naphthyridine-3-carboxylic acid